N1C(=CC=2C=NC=CC21)CNC(CN2C(=NN=C(C2=O)N[C@H](C)C2=CC1=C(OC3=C1C=CC=C3)C=C2)C2=C(C=CC=C2)F)=O (R)-N-((1H-pyrrolo[3,2-c]pyridin-2-yl)methyl)-2-(6-((1-(dibenzo[b,d]furan-2-yl)ethyl)amino)-3-(2-fluorophenyl)-5-oxo-1,2,4-triazin-4(5H)-yl)acetamide